CN(C)B dimethylamino-borane